FC1=C(CNC(=O)NC2CC3(C2)CCC3)C=CC=C1C(F)(F)F 1-(2-Fluoro-3-trifluoromethyl-benzyl)-3-spiro[3.3]hept-2-yl-urea